FC1=CC=C(C=C1)C1=NOC(=C1C(=O)NC=1C(=NC(=CC1)B1OC(C(O1)(C)C)(C)C)OC(C)C)C 3-(4-fluorophenyl)-N-[2-isopropoxy-6-(4,4,5,5-tetramethyl-1,3,2-dioxaborolan-2-yl)-3-pyridyl]-5-methyl-isoxazole-4-carboxamide